C(C(C)CCCCCCCCCCCC(=O)N)CCCCCCCCCCCC(=O)N propylenebislauric acid amide